C(C)N1C(C2=CC=CC=C2CC1)=O 2-ethyl-3,4-dihydro-1(2H)-isoquinolinone